CN1N=CC(=C1C1=CC=C(OCC2=NC3=CC=CC=C3C=C2)C=C1)C1=CC=NC=C1 2-[4-(2-methyl-4-pyridin-4-yl-2H-pyrazol-3-yl)-phenoxymethyl]-quinoline